(3-amino-6,7-dihydropyrano[4,3-c]pyrazol-2(4H)-yl)(8-methyl-1,2,3,4-tetrahydroquinolin-4-yl)methanone NC1=C2C(=NN1C(=O)C1CCNC3=C(C=CC=C13)C)CCOC2